C1(=CC=CC=C1)S(=O)(=O)NC(CC1=CC(=CC=C1)C#N)C=1SC2=C(N1)C=CC(=C2)OCCCNC(=O)NC 1-[3-[[2-[1-(benzenesulfonamido)-2-(3-cyanophenyl)ethyl]-1,3-benzothiazol-6-yl]oxy]propyl]-3-methyl-urea